2-(4-((t-butyldimethylsilyl)oxy)-2-methylbutan-2-yl)-3,5-dimethylphenol [Si](C)(C)(C(C)(C)C)OCCC(C)(C)C1=C(C=C(C=C1C)C)O